C(C)C1(NC(N(C(C1)=O)C(CCC)C1=CC(=CC=C1)C(N[C@H]1CCC2=CC=CC=C12)=O)=[NH2+])CC [4,4-diethyl-1-[1-[3-[[(1S)-indan-1-yl]carbamoyl]phenyl]butyl]-6-oxo-hexahydropyrimidin-2-ylidene]ammonium